6-amino-9-(4-(((2-hydroxy-2-methylpropyl)amino)methyl)benzyl)-2-(pentyl-amino)-9H-purin-8-ol NC1=C2N=C(N(C2=NC(=N1)NCCCCC)CC1=CC=C(C=C1)CNCC(C)(C)O)O